CC1C(CCC1)N1C(C2(C3=C1N=C(N=C3)NC3CCN(CC3)S(=O)(=O)Cl)CC2)=O 4-[7'-(2-Methylcyclopentyl)-6'-oxospiro[cyclopropane-1,5'-pyrrolo[2,3-d]pyrimidin]-2'-ylamino]piperidine-1-sulfonyl chloride